Cl.NC1(CCN(CC1)CC(=O)N)C 2-(4-amino-4-Methylpiperidin-1-yl)acetamide hydrochloride